IC=1OC2=C(C1)C=CC=C2C2=NC(=NC=C2)N 4-(2-iodobenzofuran-7-yl)pyrimidin-2-amine